(S)-8'-Chloro-6'-(5-methyl-1,4,5,6-tetrahydropyridin-2-yl)-1',4'-dihydro-2'H-spiro[cyclopropane-1,3'-quinolin]-2'-one ClC=1C=C(C=C2CC3(C(NC12)=O)CC3)C=3NC[C@H](CC3)C